N[C@H]1[C@@H]2N(C[C@H]1CC2)C(=O)C2=CC1=C(N(C(=N1)C1=CC=3C=CC=4C(CNC4C3N1CC1CC1)(C)C)C)C(=C2)F [(1R,4R,7R)-7-amino-2-azabicyclo[2.2.1]heptan-2-yl]-[2-[1-(cyclopropylmethyl)-6,6-dimethyl-7,8-dihydropyrrolo[3,2-g]indol-2-yl]-7-fluoro-1-methyl-benzimidazol-5-yl]methanone